C(=O)COC formyl-methoxymethane